N-(3-(7-((difluoromethyl)thio)-2-methyl-2,3-dihydro-[1,4]dioxino[2,3-c]pyridin-5-yl)-1-methyl-1H-pyrrolo[2,3-c]pyridin-5-yl)acetamide FC(SC1=CC2=C(C(=N1)C1=CN(C3=CN=C(C=C31)NC(C)=O)C)OCC(O2)C)F